C(C)OC(=C)C1=C2C=C(N=CC2=C(N=C1)NC)NC(=O)C1CC1 N-(5-(1-ethoxyvinyl)-8-(methylamino)-2,7-naphthyridin-3-yl)cyclopropanecarboxamide